NCC1=CC=C(N)C=C1 4-aminomethyl-aniline